NC1=NNC2=CC(=CC(=C12)C1=CC=C(C=C1)NC(=O)C1=[N+](C(=CC=C1)C1=CC=C(C=C1)F)[O-])C1CCN(CC1)C(C(C)C)=O ((4-(3-amino-6-(1-isobutyrylpiperidin-4-yl)-1H-indazol-4-yl)phenyl)carbamoyl)-6-(4-fluorophenyl)pyridine 1-oxide